OC(C[C@@H]1[C@H]2CC[C@@H](CN1)N2C(=O)OC(C)(C)C)C tert-butyl (1R,2R,5S)-2-(2-hydroxypropyl)-3,8-diazabicyclo[3.2.1]octane-8-carboxylate